(R)-1-(3,4-Dimethoxybenzyl)-3-(2-isopropylphenyl)piperazine COC=1C=C(CN2C[C@H](NCC2)C2=C(C=CC=C2)C(C)C)C=CC1OC